C(#N)C1=CC(=C(C=C1)COC1=CC=CC(=N1)N1N=CC(=C1)CC(=O)NC1=C(C=C(C(=O)OC)C=C1)NCCOC)F Methyl 4-[[2-[1-[6-[(4-cyano-2-fluoro-phenyl)methoxy]-2-pyridyl]pyrazol-4-yl]acetyl]amino]-3-(2-methoxyethylamino)benzoate